[Si](C)(C)(C(C)(C)C)OCC(CN1N=C(C=C1[N+](=O)[O-])C(=O)OC)O methyl 1-(3-((tert-butyldimethylsilyl) oxy)-2-hydroxypropyl)-5-nitro-1H-pyrazole-3-carboxylate